FC=1C=C(C=C2C=CN(C(C12)=O)CCC[C@H](C)NC=1C=NNC(C1C(F)(F)F)=O)C1=NC=C(C=C1)CC(F)(F)F 8-fluoro-2-[(4S)-4-[[6-oxo-5-(trifluoromethyl)-1H-pyridazin-4-yl]amino]pentyl]-6-[5-(2,2,2-trifluoroethyl)pyridin-2-yl]isoquinolin-1-one